3,7-dihydro-2H-[1,4]thiazino[2,3,4-ij]quinolin-7-one S1CCN2C=CC(C3=CC=CC1=C23)=O